N=1C=C(N2C1C=CC=C2)C(=O)N2CCC1=CC=C(C=C21)C(=O)NC2=CC(=CC(=C2)C(F)(F)F)CN2CCN(CC2)C 1-(Imidazo[1,2-a]pyridin-3-carbonyl)-N-(3-((4-methylpiperazin-1-yl)methyl)-5-(trifluoromethyl)phenyl)indolin-6-carboxamid